OC[C@@H](CC(C)C)NC1=NC(=NC(=N1)C[C@@H](C)C1=C(C(=CC=C1F)F)F)NS(=O)(=O)C N-(4-(((R)-1-Hydroxy-4-methylpentan-2-yl)amino)-6-((R)-2-(2,3,6-trifluorophenyl)propyl)-1,3,5-triazin-2-yl)methanesulfonamide